C(C)[Si](C#CCCOC1OCCCC1)(CC)CC Triethyl-(4-((tetrahydro-2H-pyran-2-yl)oxy)but-1-yn-1-yl)silane